C(CCC)NC=1C2=C(N=CN1)N(C=C2C(C(F)(F)F)O)COCC[Si](C)(C)C 1-[4-(butylamino)-7-(2-trimethylsilylethoxymethyl)pyrrolo[2,3-d]pyrimidin-5-yl]-2,2,2-trifluoro-ethanol